3-(Triethoxysilyl)propan-1-amine C(C)O[Si](CCCN)(OCC)OCC